C1CCN2N1C(C=1C=CC=CC21)=O 2,3-dihydro-1h,9h-pyrazolo[1,2-a]indazol-9-one